C(C)(=O)O.C(=CCCCCCCCCCCCCCCCC)N octadecenamine acetate